N-(3-(((5-cyclopropyl-3-isopropylpyrazolo[1,5-a]pyrimidin-7-yl)amino)methyl)phenyl)-2-Fluoroacrylamide C1(CC1)C1=NC=2N(C(=C1)NCC=1C=C(C=CC1)NC(C(=C)F)=O)N=CC2C(C)C